4-[3-(2,3-dichlorophenyl)-1H-pyrazolo[3,4-b]pyrazine-6-yl]-N-(4-fluorocyclohexyl)piperazine-1-carboximidamide ClC1=C(C=CC=C1Cl)C1=NNC2=NC(=CN=C21)N2CCN(CC2)C(NC2CCC(CC2)F)=N